CC=1N=CN2C1C=C(C=C2)C(=O)OC methyl 1-methylimidazo[1,5-a]pyridine-7-carboxylate